FC=1C=2C(N=CC1C1=NC(=NC=C1)N[C@@H]1C[C@H](CC1)N)=NN(C2C(C)C)C (1S,3S)-N1-(4-(4-fluoro-3-isopropyl-2-methyl-2H-pyrazolo[3,4-b]pyridin-5-yl)pyrimidin-2-yl)cyclopentane-1,3-diamine